4-Fluoro-1-[3-(1H-imidazol-4-yl)propionyl]-N-{phenyl-[4-(propan-2-yl)phenyl]methyl}pyrrolidine-2-carboxamide Magnesium-lead chloride [Pb](Cl)Cl.[Mg].FC1CC(N(C1)C(CCC=1N=CNC1)=O)C(=O)NC(C1=CC=C(C=C1)C(C)C)C1=CC=CC=C1